benzenetrimethanol C1=C(C=C(C=C1CO)CO)CO